5-(4-cyclohexylphenyl)-3-[3-(fluoromethyl)azetidine-1-carbonyl]-2-(5-methylpyrazin-2-yl)-4H-pyrazolo[1,5-a]pyrimidin-7-one C1(CCCCC1)C1=CC=C(C=C1)C=1NC=2N(C(C1)=O)N=C(C2C(=O)N2CC(C2)CF)C2=NC=C(N=C2)C